C(C)(C)(C)OC(=O)N1[C@@H](C[C@H](C1)O)C (2R,4R)-4-hydroxy-2-methyl-pyrrolidine-1-carboxylic acid tert-butyl ester